The molecule is a dinitrotoluene that is toluene in which the hydrogens at positions 2 and 3 have been replaced by nitro groups. It has a role as an explosive. CC1=C(C(=CC=C1)[N+](=O)[O-])[N+](=O)[O-]